C(C1=CC=CC=C1)OC1=NC(=CC=C1C1=CC=C(C=C1)N1CC(C1)NC(OC(C)(C)C)=O)OCC1=CC=CC=C1 tert-butyl (1-(4-(2,6-bis(benzyloxy)pyridin-3-yl)phenyl)azetidin-3-yl)carbamate